2-methyl-6-(difluoromethyl)pyrimidin-4-amine CC1=NC(=CC(=N1)N)C(F)F